(2R,3S,5R)-5-{4-chloro-5-cyclopentyl-7H-pyrrolo[2,3-d]pyrimidin-7-yl}-2-(hydroxymethyl)oxolane-3-ol ClC=1C2=C(N=CN1)N(C=C2C2CCCC2)[C@H]2C[C@@H]([C@H](O2)CO)O